C12CNCC(N1C1=C(C(=C3C(N(C(C3=C1)=O)C1C(NC(CC1)=O)=O)=O)F)F)C2 6-(3,6-diazabicyclo[3.1.1]heptan-6-yl)-2-(2,6-dioxopiperidin-3-yl)-4,5-difluoroisoindoline-1,3-dione